OC=1C(=NC=CC1OC)C(=O)N[C@H](C(=O)OC(C)C1(C(C1)C1=CC=C(C=C1)F)C1=CC=CC2=CC=CC=C12)C 1-[2-(4-fluorophenyl)-1-(1-naphthyl)cyclopropyl]ethyl (2S)-2-[(3-hydroxy-4-methoxy-pyridine-2-carbonyl)amino]-propanoate